({2-fluoro-4-methoxy-5-[(2-methoxy-1,3-benzoxazol-4-yl)methoxy]phenyl}carbamoyl)thiophene-2,3-dicarboxylic acid dimethyl ester COC(=O)C=1SC=C(C1C(=O)OC)C(NC1=C(C=C(C(=C1)OCC1=CC=CC2=C1N=C(O2)OC)OC)F)=O